(S)-4-(2-(2,4-dioxotetrahydropyrimidin-1(2H)-yl)benzyl)-N-(4-(((5-((1-hydroxybutan-2-yl)amino)-3-isopropylpyrazolo[1,5-a]pyrimidin-7-yl)amino)methyl)phenyl)piperazine-1-carboxamide O=C1N(CCC(N1)=O)C1=C(CN2CCN(CC2)C(=O)NC2=CC=C(C=C2)CNC2=CC(=NC=3N2N=CC3C(C)C)N[C@H](CO)CC)C=CC=C1